C1(CC1)C(=O)N1CCN(CC1)C(=O)C=1C=C(C=O)C=CC1F 3-(4-(cyclopropanecarbonyl)piperazine-1-carbonyl)-4-fluorobenzaldehyde